N-(3-amino-7-bromo-4-(2-chloro-5-fluorophenoxy)-1-(2-((tetrahydro-2H-pyran-2-yl)oxy)ethyl)-1H-indazol-5-yl)-3-fluoro-5-(trifluoromethyl)benzamide NC1=NN(C2=C(C=C(C(=C12)OC1=C(C=CC(=C1)F)Cl)NC(C1=CC(=CC(=C1)C(F)(F)F)F)=O)Br)CCOC1OCCCC1